(R)-3-hydroxy-N,N-dimethyl-4-((2-(((2-methyl-2,4,5,6-tetrahydrocyclopenta[c]pyrazol-3-yl)(1-methylcyclopentyl)methyl)amino)-3,4-dioxocyclobut-1-en-1-yl)amino)picolinamide OC=1C(=NC=CC1NC1=C(C(C1=O)=O)N[C@H](C1(CCCC1)C)C1=C2C(=NN1C)CCC2)C(=O)N(C)C